C(C=C)(=O)O.C(C=C)(=O)O.C=CCC butene diacrylate